O-6-chloro-3-phenylpyridazin-4-yl S-octyl thiocarbonate C(OC1=C(N=NC(=C1)Cl)C1=CC=CC=C1)(SCCCCCCCC)=O